NC=1C=2N(C=CN1)C(=NC2C2=CC=C(C=C2)[C@@](C)(O)C2=CC(=CC=C2)C(C)(C)C)[C@H]2CN1C(CC[C@@H]1CC2)=O (6R,8aS)-6-(8-Amino-1-{4-[(1R)-1-(3-tert-butylphenyl)-1-hydroxyethyl]phenyl}imidazo[1,5-a]-pyrazin-3-yl)hexahydroindolizin-3(2H)-on